(3S,4S)-3-Amino-4-chlorocyclopent-1-enecarboxylic acid hydrochloric acid salt Cl.N[C@H]1C=C(C[C@@H]1Cl)C(=O)O